C(C)(C)(C)OC(=O)N1C(CCCC1)C(C)(S(=O)(=O)C1=CC(=CC=C1)F)F (1-fluoro-1-((3-fluorophenyl)sulfonyl)ethyl)piperidine-1-carboxylic acid tert-butyl ester